Ethyl (5S)-5-[3-[[5-(difluoromethyl)-2-methyl-pyrazol-3-yl]amino]-1,2,4-triazol-4-yl]-2-(spiro[2.2]pentane-2-carbonylamino)-4,5,6,7-tetrahydrobenzothiophene-3-carboxylate FC(C=1C=C(N(N1)C)NC1=NN=CN1[C@H]1CCC2=C(C(=C(S2)NC(=O)C2CC23CC3)C(=O)OCC)C1)F